4-bromo-3-methoxy-benzoic acid BrC1=C(C=C(C(=O)O)C=C1)OC